1,2-bis(hydroxymethyloxy)benzene OCOC1=C(C=CC=C1)OCO